S1COCC1 3-oxathiacyclopentane